N-[3-(3-azabicyclo[3.1.1]heptan-3-yl)-4-(1,1-dioxo-1,4-thiazinane-4-carbonyl)phenyl]cyclopropanecarboxamide C12CN(CC(C1)C2)C=2C=C(C=CC2C(=O)N2CCS(CC2)(=O)=O)NC(=O)C2CC2